N-(2,6-dimethyl-4-(4,4,5,5-tetramethyl-1,3,2-dioxaborolan-2-yl)benzyl)methanesulfonamide methyl-(R)-2-((1-((tert-butoxycarbonyl)amino)butan-2-yl)oxy)-1-naphthoate COC(=O)C1=C(C=CC2=CC=CC=C12)O[C@@H](CNC(=O)OC(C)(C)C)CC.CC1=C(CNS(=O)(=O)C)C(=CC(=C1)B1OC(C(O1)(C)C)(C)C)C